C(CCCCCCCCCCCCCCCCCCC\C=C\C\C=C\CCCCCCCCCCC)NCCCCCCCCCCCC=CCC=CCCCCCCCCCCCCCCCCCCCC N-[(21E,24E)-hexatriaconta-21,24-dienyl]hexatriaconta-12,15-dien-1-amine